C(CCC)C1N(S(C2=C(N(C1)C1=CC=CC=C1)C=C(C(=N2)OC)SC)(=O)=O)C 3-butyl-8-methoxy-2-methyl-7-(methylthio)-5-phenyl-2,3,4,5-tetrahydropyrido[3,2-f][1,2,5]thiadiazepine 1,1-dioxide